Tert-butyl (4-((2-((3-methoxy-5-(methylsulfonyl)phenyl)amino)pyrimidin-4-yl)amino)-phenyl)carbamate COC=1C=C(C=C(C1)S(=O)(=O)C)NC1=NC=CC(=N1)NC1=CC=C(C=C1)NC(OC(C)(C)C)=O